3-(4-ethynylphenyl)oxolane C(#C)C1=CC=C(C=C1)C1COCC1